6-(5-(piperidin-4-ylidenemethyl)pyrazin-2-yl)isoquinolin-7-ol ethyl-2-(cyclopropanecarbonyl)-4-phenoxy-pyrimidine-5-carboxylate C(C)C1=C(C(=NC(=N1)C(=O)C1CC1)OC1=CC=CC=C1)C(=O)OC1=C(C=C2C=CN=CC2=C1)C1=NC=C(N=C1)C=C1CCNCC1